(Z)-(carboxymethyl)dimethyl-3-((1-oxo-9-octadecenyl)amino)propylammonium hydroxide [OH-].C(=O)(O)C[N+](CCCNC(CCCCCCC\C=C/CCCCCCCC)=O)(C)C